bis(2-hydroxyethyl)homopiperazine OCCN1CCN(CCC1)CCO